C1C(OP(=O)(O1)[O-])CO The molecule is conjugate base of glycerol 1,2-cyclic phosphate; major species at pH 7.3. It is a conjugate base of a glycerol 1,2-cyclic phosphate.